4-methyl-2,2'-methylene-bis(4-ethyl-6-t-butylphenol) CC1(CC(=C(C(=C1)C(C)(C)C)O)CC1=C(C(=CC(=C1)CC)C(C)(C)C)O)CC